2-((2-(3-(2-((cyanomethyl)(2-((cyanomethyl)amino)eth-yl)amino)ethyl)-2-oxoimidazolidin-1-yl)ethyl)amino)acetonitrile C(#N)CN(CCN1C(N(CC1)CCNCC#N)=O)CCNCC#N